methyl 3-oxo-2-((2-(trimethylsilyl)ethoxy)methyl)-2,5,6,7-tetrahydro-3H-pyrrolo[2,1-c][1,2,4]triazole-5-carboxylate O=C1N2C(=NN1COCC[Si](C)(C)C)CCC2C(=O)OC